(hydrazinocarbonyl)o-picolinic acid N(N)C(=O)C=1C(=NC=CC1)C(=O)O